FC1=C(C=CC(=C1)[C@@H]1NC[C@@H](C1)OC)C=1N=C2SC3=C(N2C1)C=CC(=C3)C(=O)NCCCN3CCC(CC3)F 2-(2-fluoro-4-((cis)-4-methoxypyrrolidin-2-yl)phenyl)-N-(3-(4-fluoropiperidin-1-yl)propyl)benzo[d]imidazo[2,1-b]thiazole-7-carboxamide